9,9-bis[4-(2,3-epoxypropoxy)-phenyl]fluorenone 2-(3-chloro-4-methoxyphenyl)-2-oxoacetate ClC=1C=C(C=CC1OC)C(C(=O)O)=O.C(C1CO1)OC1=CC=C(C=C1)C1(C2=CC=CC=C2C=2C=CCC(C12)=O)C1=CC=C(C=C1)OCC1CO1